IC1=CC=2C(=NC=C(C2Cl)C#N)N1COCC[Si](C)(C)C 2-iodo-4-chloro-1-((2-(trimethylsilyl)ethoxy)methyl)-1H-pyrrolo[2,3-b]pyridine-5-carbonitrile